5-chloro-2-((2,3-dichlorophenyl)thio)-3-vinylpyrazine ClC=1N=C(C(=NC1)SC1=C(C(=CC=C1)Cl)Cl)C=C